(RS)-4-(2-(but-2-ynoyl)isoindolin-4-yl)-5-fluoro-2,3-dimethyl-1H-indole-7-carboxamide C(C#CC)(=O)N1CC2=CC=CC(=C2C1)C1=C2C(=C(NC2=C(C=C1F)C(=O)N)C)C